4,4-dimethyl-6-[1-(4-methylphenyl)sulfonyl-5-[(4-methylpiperazin-1-yl)methyl]pyrrolo[2,3-b]pyridin-3-yl]-2,3-dihydroisoquinolin-1-one CC1(CNC(C2=CC=C(C=C12)C1=CN(C2=NC=C(C=C21)CN2CCN(CC2)C)S(=O)(=O)C2=CC=C(C=C2)C)=O)C